OC1=C(C#N)C=C(C=C1C1=CC2=C(NC(=N2)C)C=C1)CCC 2-hydroxy-3-(2-methyl-1H-Benzimidazole-5-yl)-5-propylbenzonitrile